tert-butyl (2-((4-(4-(tert-butyl)phenyl)pyrrolo[1,2-a]quinoxalin-7-yl)amino)-2-oxoethyl)carbamate C(C)(C)(C)C1=CC=C(C=C1)C=1C=2N(C3=CC=C(C=C3N1)NC(CNC(OC(C)(C)C)=O)=O)C=CC2